CC(C)(C(C)(C)C)C(C(C(C(=O)[O-])(C(C)(C(C)(C)C)C)C(C)(C(C)(C)C)C)(O)C(=O)[O-])C(=O)[O-] tri(2,3,3-trimethyl-2-butyl)citrate